5-(4-(6-((2-(5-Fluoro-2,7-dimethylbenzo[b]thiophen-3-yl)ethyl)amino)pyrimidin-4-yl)phenyl)-[1,2,4]oxadiazol-3-ol FC1=CC2=C(SC(=C2CCNC2=CC(=NC=N2)C2=CC=C(C=C2)C2=NC(=NO2)O)C)C(=C1)C